7-methoxy-4-(piperazin-1-ylmethyl)-2H-chromen-2-one 2,2,2-trifluoroacetate FC(C(=O)O)(F)F.COC1=CC=C2C(=CC(OC2=C1)=O)CN1CCNCC1